C1(CCCCCC1)[C@@H](C(=O)NC1=C(C=C(C=C1)[C@@H]([C@H](C(=O)O)NC(=O)N(C)C1CC1)C)F)NC(=O)C1=CC=NN1C(C)C (2R,3S)-3-(4-((S)-2-cycloheptyl-2-(1-isopropyl-1H-pyrazole-5-carboxamido)acetamido)-3-fluorophenyl)-2-(3-cyclopropyl-3-methylureido)butanoic acid